(1s,4s)-4-[(tert-butyldiphenylsilyl)oxy]cyclohexane-1-carboxylic acid methyl ester COC(=O)C1CCC(CC1)O[Si](C1=CC=CC=C1)(C1=CC=CC=C1)C(C)(C)C